2-cyclohexenyl-6-(4-(pyrrolidin-1-yl)piperidin-1-yl)benzonitrile C1(=CCCCC1)C1=C(C#N)C(=CC=C1)N1CCC(CC1)N1CCCC1